C[C@]12CCC(=O)C=C1CC[C@@H]3[C@@H]2CC[C@]4([C@H]3C[C@H]([C@@H]4O)O)C The molecule is a C19-steroid that is testosterone in which the hydrogen at the 16alpha position has been replaced by a hydroxy group. It has a role as an androgen. It is a 3-oxo-Delta(4) steroid, a 16alpha-hydroxy steroid, a 17beta-hydroxy steroid, a C19-steroid, an androstanoid, a diol and a secondary alcohol. It derives from a testosterone.